FC(COC1=NC=C(C(=C1)N1C(C(C2=CC(=CC=C12)C(=O)NC1(CCS(CC1)(=O)=O)C)(C)C)=O)F)(C)F 1-(2-(2,2-difluoropropoxy)-5-fluoropyridin-4-yl)-3,3-dimethyl-N-(4-methyl-1,1-dioxidotetrahydro-2H-thiopyran-4-yl)-2-oxoindoline-5-carboxamide